2-methyl-aminoethanesulfonate sodium salt [Na+].CCC(S(=O)(=O)[O-])N